O=C1N(C(CC1)=O)COCC(=O)[O-] 2,5-dioxopyrrolidin-1-ylmethoxyacetate